(S)-2-[4-chloro-2-(3-isoxazolyl)phenoxy]butyric acid ClC1=CC(=C(O[C@H](C(=O)O)CC)C=C1)C1=NOC=C1